C1N(CCC2=CC=CC=C12)CCC1=CC=C(C=N1)O (E)-6-(2-(3,4-dihydroisoquinolin-2(1H)-yl)ethyl)-3-hydroxypyridine